C(C1=CC=CC=C1)OC1=C(N(C=C(C1=O)C(NCC1=C(C=C(C=C1)F)F)=O)NC(=O)OC(C)(C)C)C(=O)OC Methyl 3-(benzyloxy)-1-((tert-butoxycarbonyl) amino)-4-oxo-5-((2,4-difluorobenzyl) carbamoyl)-1,4-dihydropyridine-2-carboxylate